BrC=1C=C(C(N(C1)CCOC)=O)C(F)(F)F 5-bromo-1-(2-methoxyethyl)-3-(trifluoromethyl)pyridin-2(1H)-one